C(#N)C(NC(=O)[C@@H]1[C@H]2C([C@H]2CN1C([C@H](C(C)(C)C)NC(=O)C1CC(C1)OC)=O)(C)C)C1=NN=CC2=CC=CC=C12 (1R,2S,5S)-N-[cyano(phthalazin-1-yl)methyl]-3-[(2S)-2-[(3-methoxycyclobutanecarbonyl)amino]-3,3-dimethyl-butanoyl]-6,6-dimethyl-3-azabicyclo[3.1.0]hexane-2-carboxamide